(S)-4-(4-acryloyl-2-methylpiperazin-1-yl)-6,7-dichloro-1-(3-cyclopropylpyridin-2-yl)pyrido[2,3-d]pyrimidin-2(1H)-one C(C=C)(=O)N1C[C@@H](N(CC1)C=1C2=C(N(C(N1)=O)C1=NC=CC=C1C1CC1)N=C(C(=C2)Cl)Cl)C